5-(6-(trifluoromethyl)pyridin-3-yl)oxazole FC(C1=CC=C(C=N1)C1=CN=CO1)(F)F